ClC=1C=C(C=CC1F)C(C=1NC(=C(N1)S(=O)(=O)C)C)O[C@@H]1CC[C@@H](CC1)C 2-((3-chloro-4-fluorophenyl)(((cis)-4-methylcyclohexyl)oxy)methyl)-5-methyl-4-(methylsulfonyl)-1H-imidazole